tert-butyl 6-[4-(3,4-dichloroanilino)pyrido[3,2-d]pyrimidin-6-yl]-1,6-diazaspiro[3.3]heptane-1-carboxylate ClC=1C=C(NC=2C3=C(N=CN2)C=CC(=N3)N3CC2(CCN2C(=O)OC(C)(C)C)C3)C=CC1Cl